ethyl 6-chloro-7-[(2R)-2-[[(3-chloropyridin-2-yl)oxy]methyl]-4,4-difluoropyrrolidin-1-yl]-1-[6-[3-(dimethylamino)azetidin-1-yl]pyridin-3-yl]-4-oxo-1,8-naphthyridine-3-carboxylate ClC=1C=C2C(C(=CN(C2=NC1N1[C@H](CC(C1)(F)F)COC1=NC=CC=C1Cl)C=1C=NC(=CC1)N1CC(C1)N(C)C)C(=O)OCC)=O